ClC1=CC=C(CN2N=C3C(CN(CC3)CC3=CC(=CC(=C3)F)F)C2=O)C=C1 2-(4-Chlorobenzyl)-5-(3,5-difluorobenzyl)-2,3a,4,5,6,7-hexahydro-3H-pyrazolo[4,3-c]pyridin-3-one